CC1=NC=C(C=N1)CN1CC2(CCN3N=C(C=C32)C=3C=NC2=CC=CC=C2C3)C1 1-[(2-methylpyrimidin-5-yl)methyl]-2'-(quinolin-3-yl)-5',6'-dihydrospiro[azetidine-3,4'-pyrrolo[1,2-b]pyrazole]